acrylic acid-3-hydroxy-1-adamantyl ester OC12CC3(CC(CC(C1)C3)C2)OC(C=C)=O